1,8-diamino-2,6-dioxaoctane NCOCCCOCCN